C(C)(C)(C)OC(=O)N1CCC2(C(C2(F)F)C2=CC(=NO2)C2=CC(=CC(=C2)C(F)(F)F)F)CC1.OC(CNC(C=CCCC=C\C=C\C=C\C)=O)(C)C (8E,10E)-N-(2-hydroxy-2-methylpropyl)dodeca-2,6,8,10-tetraenamide tert-Butyl-1,1-difluoro-2-{3-[3-fluoro-5-(trifluoromethyl)phenyl]isoxazol-5-yl}-6-azaspiro[2.5]octane-6-carboxylate